NC1=NC(N(C=C1C)[C@@H]1O[C@]2(CN([C@@H]1[C@@H]2O)C2=NC(=NC=C2)N(C)C)COC(C2=CC=CC=C2)(C2=CC=C(C=C2)OC)C2=CC=C(C=C2)OC)=O 4-Amino-1-[(1R,3R,4R,7S)-1-[[bis(4-methoxyphenyl)-phenyl-methoxy]methyl]-5-[2-(dimethylamino)pyrimidin-4-yl]-7-hydroxy-2-oxa-5-azabicyclo[2.2.1]heptan-3-yl]-5-methyl-pyrimidin-2-one